N-(1-Adamantylmethyl)-6-[4-[4-(5-ethoxypyridin-3-yl)thiophene-2-carbonyl]piperazin-1-yl]pyridazine-3-carboxamide C12(CC3CC(CC(C1)C3)C2)CNC(=O)C=2N=NC(=CC2)N2CCN(CC2)C(=O)C=2SC=C(C2)C=2C=NC=C(C2)OCC